[2-[[4-(4,4,5,5-tetramethyl-1,3,2-dioxaborolan-2-yl)pyrazol-1-yl]methoxy]ethyl]silane CC1(OB(OC1(C)C)C=1C=NN(C1)COCC[SiH3])C